ClC=1C=C(C=C(C1OC=1C=C2C(=CC(=NC2=CC1)C=1C=NC(=CC1)F)C)Cl)N1N=C(C(NC1=O)=O)C#N 2-(3,5-dichloro-4-((2-(6-fluoropyridin-3-yl)-4-methylquinolin-6-yl)oxy)phenyl)-3,5-dioxo-2,3,4,5-tetrahydro-1,2,4-triazine-6-carbonitrile